5-((2-chloro-5,5-dioxido-7,8-dihydro-6H-thiopyrano[3,2-d]pyrimidin-4-yl)amino)-1-methylpyridin-2(1H)-one ClC=1N=C(C2=C(N1)CCCS2(=O)=O)NC=2C=CC(N(C2)C)=O